C(C)C=1C=C(C=CC1)C=1C=C(C(=NC1)C(=O)NCCOCCNCC(=O)N1CCN(CC1)C(C1=C(C=CC(=C1)CC1=NNC(C2=CC=CC=C12)=O)F)=O)F 5-(3-ethylphenyl)-3-fluoro-N-[2-[2-[[2-[4-[2-fluoro-5-[(4-oxo-3H-phthalazin-1-yl)methyl]benzoyl]piperazin-1-yl]-2-oxo-ethyl]amino]ethoxy]ethyl]pyridine-2-carboxamide